2-[(3R)-3-(3-chloro-4-methyl-6,7-dihydropyrido[2,3-c]pyridazin-8(5H)-yl)piperidin-1-yl]ethan-1-ol ClC1=C(C2=C(N=N1)N(CCC2)[C@H]2CN(CCC2)CCO)C